2-bromo-3-[cyclopropyl-(hydroxy)methyl]-4-fluoro-N,N-dimethyl-benzenesulfonamide BrC1=C(C=CC(=C1C(O)C1CC1)F)S(=O)(=O)N(C)C